(4-amino-2-((3-fluoropyridin-2-yl)methyl)-7-(1-isopropyl-1H-pyrazol-5-yl)-2H-[1,2,3]triazolo[4,5-c]pyridin-6-yl)benzonitrile NC1=NC(=C(C=2C1=NN(N2)CC2=NC=CC=C2F)C2=CC=NN2C(C)C)C2=C(C#N)C=CC=C2